O1COC2=C1C=CC(=C2)\C=C\2/N=C(NC2=O)N(C(C)=O)C2=CC=CC=C2 (Z)-N-(4-(benzo[d][1,3]dioxol-5-ylmethylene)-5-oxo-4,5-dihydro-1H-imidazol-2-yl)-N-phenylacetamide